[Cl-].[Cl-].C[SiH](C)[Zr+2](C1C(=CC=C1)C)C1C(=CC=C1)C dimethylsilylbis(2-methylcyclopentadienyl)-zirconium dichloride